[Pd].[Cu].[Ag].[Au] Gold-Silver-Copper-Palladium